1,2,3-trimethylimidazolium hydrogen carbonate C(O)([O-])=O.CN1C(=[N+](C=C1)C)C